N-((2S,3S,5R)-5-carbamoyl-1-(3-fluorophenyl)-3,8-dihydroxy-8-methylnonan-2-yl)quinoxaline-2-carboxamide C(N)(=O)[C@@H](C[C@@H]([C@H](CC1=CC(=CC=C1)F)NC(=O)C1=NC2=CC=CC=C2N=C1)O)CCC(C)(C)O